1-(5-fluoro-2-(1-(2-fluorobenzyl)-5-(isoxazol-3-yl)-1H-pyrazol-3-yl)pyrimidin-4-yl)azetidin-3-amine FC=1C(=NC(=NC1)C1=NN(C(=C1)C1=NOC=C1)CC1=C(C=CC=C1)F)N1CC(C1)N